N-(1-hydroxy-2-methylpropan-2-yl)acetamide silicon-chromium [Cr].[Si].OCC(C)(C)NC(C)=O